C12CN(CC2C1)C1=CC(=C(C=C1)CN1C=NC(=C1)C(=O)OCC)CO Ethyl 1-[(4-{3-azabicyclo[3.1.0]hex-3-yl}-2-(hydroxymethyl) phenyl) methyl]-1H-imidazole-4-carboxylate